C(C)(C)(C)N1N=C(C=C1C)NC1=C(C(=CC(=N1)C[C@@]1(C[C@H](N(CC1)CC1=C(C(=CC=C1)Cl)F)C)C(=O)OC(C)(C)C)C#N)F tert-butyl (2R,4R)-4-((6-((1-(tert-butyl)-5-methyl-1H-pyrazol-3-yl)amino)-4-cyano-5-fluoropyridin-2-yl)methyl)-1-(3-chloro-2-fluorobenzyl)-2-methylpiperidine-4-carboxylate